3-(6-((tetrahydrofuran-3-yl)oxy)pyridin-3-yl)acrylic acid O1CC(CC1)OC1=CC=C(C=N1)C=CC(=O)O